C12(CC(C1)C2)N2C[C@H](N(S(C1=C2C=C(C(=C1)OC)Br)(=O)=O)COCC[Si](C)(C)C)CCCC(F)(F)F (R)-5-(bicyclo[1.1.1]pentan-1-yl)-7-bromo-8-methoxy-3-(4,4,4-trifluorobutyl)-2-((2-(trimethylsilyl)ethoxy)methyl)-2,3,4,5-tetrahydrobenzo[f][1,2,5]thiadiazepine 1,1-dioxide